5-(4-(4-(cyclopropylmethyl)piperazin-1-yl)phenyl)-6-fluoro-3-(4,4,5,5-tetramethyl-1,3,2-dioxaborolan-2-yl)pyridin-2-amine C1(CC1)CN1CCN(CC1)C1=CC=C(C=C1)C=1C=C(C(=NC1F)N)B1OC(C(O1)(C)C)(C)C